N1(CCOCC1)NC(=O)[C@H]1N2C(N([C@H](CC1)C2)OS(=O)(=O)O)=O.[Na] |r| Sodium (2SR,5RS)-N-(morpholin-4-yl)-7-oxo-6-(sulfooxy)-1,6-diazabicyclo[3.2.1]octane-2-carboxamide